ClC1=NC(=CC=C1C(=O)OC(C)(C)C)N1N=C(C=C1)OC1CC1 Tert-Butyl 2-chloro-6-(3-cyclopropoxy-1H-pyrazole-1-yl)pyridine-3-carboxylate